3-(6-fluoro-5-((4-(2-fluoro-5-((4-oxo-3,4-dihydrophthalazin-1-yl)methyl)benzoyl)piperazin-1-yl)methyl)-1-oxoisoindolin-2-yl)piperidine-2,6-dione FC1=C(C=C2CN(C(C2=C1)=O)C1C(NC(CC1)=O)=O)CN1CCN(CC1)C(C1=C(C=CC(=C1)CC1=NNC(C2=CC=CC=C12)=O)F)=O